[2-(N,N'-di-tert-butoxycarbonylguanidino)ethyl]-4-[(3-methoxyphenoxy)methyl]-1H-1,2,3-triazole C(C)(C)(C)OC(=O)N(C(=NC(=O)OC(C)(C)C)N)CCN1N=NC(=C1)COC1=CC(=CC=C1)OC